2-Methyl-7-[rac-(3S)-3-methyl-2,3,4,5-tetrahydropyridin-6-yl]quinoline tert-Butyl-rac-(3S)-3-methyl-6-(2-methyl-7-quinolyl)-3,4-dihydro-2H-pyridine-1-carboxylate C(C)(C)(C)OC(=O)N1C[C@H](CC=C1C1=CC=C2C=CC(=NC2=C1)C)C.CC1=NC2=CC(=CC=C2C=C1)C=1CC[C@@H](CN1)C |r|